F[C@H]1C[C@@H](CN(C1)C=1C=NC=CC1)NCC1=CC(=NC=C1)C (3S,5S)-5-fluoro-N-[(2-methylpyridin-4-yl)methyl]-1-(pyridin-3-yl)piperidin-3-amine